(S)-(1-oxo-1-((4'-(trifluoromethoxy)-[1,1'-biphenyl]-4-yl)amino)pent-2-yl)carbamic acid tert-butyl ester C(C)(C)(C)OC(N[C@H](C(NC1=CC=C(C=C1)C1=CC=C(C=C1)OC(F)(F)F)=O)CCC)=O